4-(4-Chloro-3-(trifluoromethyl)phenyl)-1-(3-(pyridin-4-yl)-1H-pyrazol-5-yl)piperidin-2-one ClC1=C(C=C(C=C1)C1CC(N(CC1)C1=CC(=NN1)C1=CC=NC=C1)=O)C(F)(F)F